N-((3-nitro-4-((1,4,4-trifluorocyclohexyl)methoxy)phenyl)sulfonyl)benzamide [N+](=O)([O-])C=1C=C(C=CC1OCC1(CCC(CC1)(F)F)F)S(=O)(=O)NC(C1=CC=CC=C1)=O